(2R)-2-[6-(2,5-dichloropyrimidin-4-yl)-1-oxo-2,3-dihydro-1H-isoindol-2-yl]propionic acid tert-butyl ester C(C)(C)(C)OC([C@@H](C)N1C(C2=CC(=CC=C2C1)C1=NC(=NC=C1Cl)Cl)=O)=O